N1(C=NC=C1)C1=CC=C(CN(C2=CC(=NC=C2)COCCN2CCOCC2)CC2=CC(=CC=C2)OC)C=C1 N-(4-(1H-imidazol-1-yl)benzyl)-N-(3-methoxybenzyl)-2-((2-morpholinoethoxy)methyl)pyridin-4-amine